10-(1,3-dioxo-2,3-dihydro-1H-isoindol-2-yl)decane-1-sulfonamide O=C1N(C(C2=CC=CC=C12)=O)CCCCCCCCCCS(=O)(=O)N